BrC=1C=C(C=CC1)C1=NC2=C(N1S(=O)(=O)C1=NN(C=N1)S(=O)(=O)N(C)C)C=CC=C2 3-((2-(3-bromophenyl)-1H-benzo[d]imidazol-1-yl)sulfonyl)-N,N-dimethyl-1H-1,2,4-triazole-1-sulfonamide